C(C)C(C1=CC=CC=C1)OC(C1=CC=CC=C1)CC di(ethylbenzyl) ether